[Cl-].NCCCN1CC=CC=C1 N-aminopropyl-pyridine chloride salt